tert-butyl 4-(4-((2,6-dioxopiperidin-3-yl)(methyl)amino)phenyl)piperazine-1-carboxylate O=C1NC(CCC1N(C1=CC=C(C=C1)N1CCN(CC1)C(=O)OC(C)(C)C)C)=O